rac-(1R,2R)-1-amino-7-fluoro-4,4-dimethyl-1,2,3,4-tetrahydronaphthalen-2-ol N[C@H]1[C@@H](CC(C2=CC=C(C=C12)F)(C)C)O |r|